O=C1N(CC2=CC(=CC=C12)C=1C=CC2=C(NCCCC2)N1)C1C(NC(CC1)=O)=O 3-(1-oxo-5-{5h,6h,7h,8h,9h-pyrido[2,3-b]azepin-2-yl}-2,3-dihydro-1H-isoindol-2-yl)piperidine-2,6-dione